tert-Butyl-N-[[4-bromo-3-methyl-7-[4-(trifluoromethoxy)phenyl]benzimidazol-5-yl] methyl]-N-tert-butoxycarbonyl-carbamate C(C)(C)(C)OC(N(C(=O)OC(C)(C)C)CC1=C(C2=C(N=CN2C)C(=C1)C1=CC=C(C=C1)OC(F)(F)F)Br)=O